(diphenyltriazinyl)(dibenzothiophenyl)Terphenyl C1(=CC=CC=C1)C1=C(C(=NN=N1)C=1C(=C(C=CC1)C=1C(=CC=CC1)C1=CC=CC=C1)C1=CC=CC=2SC3=C(C21)C=CC=C3)C3=CC=CC=C3